CN(C=1C=C(C(=NC1)F)\C=N\NC(=O)C1=NC(=CN=C1)C=1C=NC(=CC1)OCC)C (E)-N'-((5-(dimethylamino)-2-fluoropyridin-3-yl)methylene)-6-(6-ethoxypyridin-3-yl)pyrazine-2-carbohydrazide